(R)-3-amino-1-methylazepan-2-one N[C@H]1C(N(CCCC1)C)=O